C1(CCCCC1)OC(=O)C(CC(=O)O)=C 3-((cyclohexyloxy)carbonyl)but-3-enoic acid